COC1=NC=CC=C1C1=CC=C(C=C1)N1C(C(CCC1)NC(=O)NC1=CC=C(C=C1)C(F)(F)F)=O (1-(4-(2-methoxypyridin-3-yl)phenyl)-2-oxopiperidin-3-yl)-3-(4-(trifluoromethyl)phenyl)urea